CN1N=C(C(=C1)C)NC1=CC(=C2C(=N1)C(=CS2)C2=CC=NC=C2)CNC(OC(C)(C)C)=O Tert-butyl ((5-((1,4-dimethyl-1H-pyrazol-3-yl)amino)-3-(pyridin-4-yl)thieno[3,2-b]-pyridin-7-yl)methyl)carbamate